ClC1=NC=2C=CC=CC2C2=C1NC(N2CC2=CC(=CC=C2)C=2C=NC=CC2)=O 4-chloro-1-(3-(pyridine-3-yl)benzyl)-1H-imidazo[4,5-c]Quinoline-2(3H)-one